OCC[N+](CCCS(=O)(=O)[O-])(C)C 3-[(2-Hydroxyethyl)dimethylammonio]propane-1-sulfonate